ClC=1C(=CCN(C1)CC1=C(C=CC=C1)F)CCN[C@@H]1C(N(C2=C(OC1)C=C1C(=C2)OC(=N1)C1CC1)C)=O (S)-5-Chloro-4-(2-((2-cyclopropyl-9-methyl-8-oxo-6,7,8,9-tetrahydrooxazolo[5',4':4,5]benzo[1,2-b][1,4]oxazepin-7-yl)amino)ethyl)-1-(2-fluorobenzyl)-1H-pyridine